C(CCCCC)(=O)C=1NC=CN1 caproyl-imidazole